tert-butyl methyl((4,4,5,5-tetramethyl-1,3,2-dioxaborolan-2-yl)methyl)carbamate CN(C(OC(C)(C)C)=O)CB1OC(C(O1)(C)C)(C)C